NC=1C=CC(=C(C1)S(=O)(=O)NCC1=C(C=C(C=C1)OC)OC)N1N=C(C=C1)C 5-Amino-N-(2,4-dimethoxybenzyl)-2-(3-methyl-1H-pyrazol-1-yl)benzenesulfonamide